NC1=CC=C(C=C1)C(C(F)(F)F)(C)O 2-(4-amino-phenyl)-1,1,1-trifluoro-propan-2-ol